1-(2-(5-(4-fluorophenoxy)pyridin-2-yl)morpholino)-3-(1H-indazol-1-yl)propan-1-one FC1=CC=C(OC=2C=CC(=NC2)C2OCCN(C2)C(CCN2N=CC3=CC=CC=C23)=O)C=C1